5-[4-(3-azaspiro[5.5]undecan-9-yl)-3-methyl-anilino]-16-hydroxy-16-methyl-2,4,6,10,21-pentazatetracyclo[15.3.1.02,10.03,8]henicosa-1(21),3(8),4,6,12,17,19-heptaen-9-one C1CNCCC12CCC(CC2)C2=C(C=C(NC1=NC=3N4C=5C=CC=C(C(CCC=CCN4C(C3C=N1)=O)(C)O)N5)C=C2)C